O=C1NC(CCC1C1=C(C=C(C=C1)N1CCCCC1)OC)=O 1-(4-(2,6-dioxopiperidin-3-yl)-3-methoxyphenyl)piperidine